4-bromo-1-((4-methoxybenzyl)oxy)-N,N-dimethyl-2-naphthamide BrC1=CC(=C(C2=CC=CC=C12)OCC1=CC=C(C=C1)OC)C(=O)N(C)C